NC1=CC=C(C=C1)N1C=NC2=C1C=CC(=C2)O 1-(4-amino-phenyl)-1H-benzoimidazol-5-ol